11-((3-Methoxypropyl)amino)-3,6-dimethyl-6,11-dihydrodibenzo[c,f][1,2]thiazepine 5,5-dioxide COCCCNC1C2=C(N(S(C3=C1C=CC(=C3)C)(=O)=O)C)C=CC=C2